ClC=1C(N(C=C(C1C1=C(C=C(C=C1)F)F)C1=C(C(=CC(=C1)OC)OC)Cl)C)=O 3-chloro-5-(2-chloro-3,5-dimethoxyphenyl)-4-(2,4-difluorophenyl)-1-methyl-2(1H)-pyridone